O[C@@H]1CC(N(C1)C=1C=C2C(=C(C(N(C2=CC1)C)=O)C#N)N1CCC(CC1)(C=1OC2=C(N1)C=C(C=C2)C)C)=O 6-[(4R)-4-hydroxy-2-oxopyrrolidin-1-yl]-1-methyl-4-[4-methyl-4-(5-methyl-1,3-benzooxazol-2-yl)piperidin-1-yl]-2-oxo-1,2-dihydroquinoline-3-carbonitrile